NC=1N=CC(=C2C1N(N=C2)C)NC(=O)C(=O)N(C)[C@H](C)C2=C(C=C(C=C2)C(F)(F)F)F |r| Racemic-N-(7-amino-1-methyl-pyrazolo[3,4-c]pyridin-4-yl)-N'-[1-[2-fluoro-4-(trifluoromethyl)phenyl]ethyl]-N'-methyl-oxamide